[N+](=O)([O-])C1=C(C=CC=C1)CC(=O)N 2-(nitrophenyl)acetamide